(P)-1-(5-fluoro-2-methoxy-4-(3,3,3-trifluoropropoxy)phenyl)-N-(isoxazol-3-yl)-2-oxo-1,2-dihydroquinoline-6-sulfonamide FC=1C(=CC(=C(C1)N1C(C=CC2=CC(=CC=C12)S(=O)(=O)NC1=NOC=C1)=O)OC)OCCC(F)(F)F